CC1(CC=C(C=C1)C)C=1C(=C(C=CC1)C)C 1,4-dimethyl-phenyl-(1,2-dimethyl)benzene